COC1=C(C=C(C=C1)N(C(O)=O)CC1=CC=CC=C1)C=1C=NC=C(C1)C1=NC=NN1COCC[Si](C)(C)C.N1=CC=C(C2=CC=CC=C12)OC1=CC=C(N)C=C1 4-(quinolin-4-yloxy)aniline 4-methoxy-3-(5-(1-((2-(trimethylsilyl)ethoxy)methyl)-1H-1,2,4-triazol-5-yl)pyridin-3-yl)phenyl-benzylcarbamate